C1(CC1)C1=CC(=NN1)NC1=NC(=NC=C1)N(C1CCC2(CN(C2)C)CC1)C N4-(5-Cyclopropyl-1H-pyrazol-3-yl)-N2-methyl-N2-(2-methyl-2-azaspiro[3.5]nonan-7-yl)pyrimidine-2,4-diamine